2-(pyridin-4-yl)acetamide N1=CC=C(C=C1)CC(=O)N